ClC=1C(N(C=CC1N[C@@H]1C[C@@H](CN(C1)C)C1=CC=C(C=C1)CN1CCN(CC1)C=1C=C(C=CC1)C1C(NC(CC1)=O)=O)C)=O 3-[3-[4-[[4-[(3R,5R)-5-[(3-chloro-1-methyl-2-oxo-4-pyridyl)amino]-1-methyl-3-piperidyl]phenyl]methyl]piperazin-1-yl]phenyl]piperidine-2,6-dione